Methyl ((2-amino-2-oxoethyl)(2-oxononyl)carbamoyl)-L-alaninate NC(CN(C(=O)N[C@@H](C)C(=O)OC)CC(CCCCCCC)=O)=O